[Be].[Li].[B] Boron lithium beryllium